1-(3-bromopropyl)-4-nitro-benzene BrCCCC1=CC=C(C=C1)[N+](=O)[O-]